N1=C(C=CC=C1)N1CCCC2=CC=C(C=C12)COC1=CC=2C[C@@H]3[C@H](C2C=C1)[C@H]3C(=O)O (1S,1aS,6aR)-4-((1-(pyridin-2-yl)-1,2,3,4-tetrahydroquinolin-7-yl)methoxy)-1,1a,6,6a-tetrahydrocyclopropa[a]indene-1-carboxylic acid